FC1=C(C=C(C=N1)C=1N=NN(C1)CC=1N=C2N(C=C(C=C2)CNCC23CC(C2)(C3)F)C1)N1CCCC1 1-(2-((4-(6-fluoro-5-(pyrrolidin-1-yl)pyridin-3-yl)-1H-1,2,3-triazol-1-yl)methyl)imidazo[1,2-a]pyridin-6-yl)-N-((3-fluorobicyclo[1.1.1]pentan-1-yl)methyl)methylamine